9-bromonaphtho[2,3-B]benzofuran BrC1=CC2=CC3=C(OC4=C3C=CC=C4)C=C2C=C1